Isobutyl 3-(1-((1-(2-((4-(1H-pyrazol-4-yl)phenyl)sulfonamido)ethyl)piperidin-4-yl)methyl)-1H-1,2,3-triazol-4-yl)-5-fluoro-1H-indol-2-carboxylat N1N=CC(=C1)C1=CC=C(C=C1)S(=O)(=O)NCCN1CCC(CC1)CN1N=NC(=C1)C1=C(NC2=CC=C(C=C12)F)C(=O)OCC(C)C